2-(6-{5-chloro-2-[(oxazin-4-yl)amino]pyrimidin-4-yl}-1-oxo-2,3-dihydro-1H-isoindol-2-yl)acethydrazide ClC=1C(=NC(=NC1)NC1=CNOC=C1)C1=CC=C2CN(C(C2=C1)=O)CC(=O)NN